C(C)(C)(C)C=1C=C(C=C(C1)C(C)(C)C)C=1NC2=CC=C(C=C2C1)SCC(=O)O 2-((2-(3,5-di-tert-butylphenyl)-1H-indol-5-yl)thio)acetic acid